2-{[5-[6-[(4-Cyano-2-fluoro-phenyl)methoxy]-2-pyridinyl]-3-fluoro-2-pyridinyl]methyl}-3-(2-methoxyethyl)benzimidazole-5-carboxylic acid C(#N)C1=CC(=C(C=C1)COC1=CC=CC(=N1)C=1C=C(C(=NC1)CC=1N(C2=C(N1)C=CC(=C2)C(=O)O)CCOC)F)F